(E)-1-(3-(4-chlorophenyl)allyl)-4-oxo-3-phenyl-4H-pyrido[1,2-a]pyrimidin-1-ium-2-ol ClC1=CC=C(C=C1)/C=C/C[N+]1=C2N(C(C(=C1O)C1=CC=CC=C1)=O)C=CC=C2